C(C)(C)(C)C=1C=C(C=CC1)C1=CC(=CC=C1)[C@H](C(=O)N1CC2=C(CCC1)N=C(NC2=O)C2(CC2)C=2C=NC=C(C2)C2=CC=CC=C2)O (R)-6-(2-(3'-(tert-butyl)-[1,1'-biphenyl]-3-yl)-2-hydroxyacetyl)-2-(1-(5-phenylpyridin-3-yl)cyclopropyl)-3,5,6,7,8,9-hexahydro-4H-pyrimido[5,4-c]azepin-4-one